8-cyclopentyl-7-oxo-2-((1,2,3,4-tetrahydroisoquinolin-7-yl)amino)-7,8-dihydropyrido[2,3-d]pyrimidine-6-carbonitrile C1(CCCC1)N1C(C(=CC2=C1N=C(N=C2)NC2=CC=C1CCNCC1=C2)C#N)=O